2,6-difluoroaniline FC1=C(N)C(=CC=C1)F